CS(=O)(=O)C1=CC=C(C=C1)CN (4-(methylsulfonyl)phenyl)methanamine